(R)-4-methyl-3-(2-(3-((trimethylsilyl)ethynyl)phenyl)propyl)-4H-1,2,4-triazole CN1C(=NN=C1)C[C@@H](C)C1=CC(=CC=C1)C#C[Si](C)(C)C